C(C)(C)(C)OC(=O)N1CCN(CC1)C(=O)Cl tert-butyl-4-(chlorocarbonyl)piperazine-1-carboxylate